(S)-2-(2-(dimethylamino)phenyl)pyrrolidine-1-carboxylic acid tert-butyl ester C(C)(C)(C)OC(=O)N1[C@@H](CCC1)C1=C(C=CC=C1)N(C)C